(R)-4-(4-chloro-7-(4-chloropyridin-2-yl)-7H-pyrrolo[2,3-d]pyrimidin-5-yl)-3-methyl-morpholine ClC=1C2=C(N=CN1)N(C=C2N2[C@@H](COCC2)C)C2=NC=CC(=C2)Cl